B(C1=CC(=CC=C1)C(=O)N(CC)CC)(O)O 3-(N,N-DIETHYLAMINOCARBONYL)PHENYLBORONIC ACID